N-(2-aminoquinoline-5-sulfonyl)-2-(2-methoxy-5-methylphenyl)-4-(2-methoxyphenyl)oxolane-2-carboxamide NC1=NC=2C=CC=C(C2C=C1)S(=O)(=O)NC(=O)C1(OCC(C1)C1=C(C=CC=C1)OC)C1=C(C=CC(=C1)C)OC